Cl.O=C1NC(CCC1N1C(C2=CC=C(C=C2C1=O)OC1CC(C1)N)=O)=O 2-(2,6-dioxopiperidin-3-yl)-5-[(1r,3r)-3-aminocyclobutoxy]-2,3-dihydro-1H-isoindole-1,3-dione hydrochloride